ClC=1C=C(C(=NC1)N1C(C(N(C(C1)=O)CC1=CC=C(C=C1)C(F)(F)F)CO)=O)F 1-(5-chloro-3-fluoropyridin-2-yl)-3-(hydroxymethyl)-4-(4-(trifluoromethyl)benzyl)-piperazine-2,5-dione